CC(C(=O)NNC(=O)[C@H]1N2C(N([C@H](CC1)C2)OS(=O)(=O)O)=O)C.[Na] sodium (2S,5R)-N'-(2-methylpropanoyl)-7-oxo-6-(sulfooxy)-1,6-diazabicyclo[3.2.1]-octane-2-carbohydrazide